CC1(O[C@H]([C@@H](O1)C(O)(C1=CC=CC=C1)C1=CC=CC=C1)C(O)(C1=CC=CC=C1)C1=CC=CC=C1)C ((4R,5R)-2,2-dimethyl-1,3-dioxolan-4,5-diyl)bis(diphenylmethanol)